(9R,13S)-13-{4-[5-chloro-2-(1,2,3-thiadiazol-4-yl)phenyl]-6-oxo-1,6-dihydropyrimidin-1-yl}-3,9-dimethyl-3,4,7,15-tetraazatricyclo[12.3.1.02,6]Octadecan-1(18),2(6),4,14,16-pentaen-8-one ClC=1C=CC(=C(C1)C=1N=CN(C(C1)=O)[C@H]1CCC[C@H](C(NC=2C=NN(C2C=2C=CN=C1C2)C)=O)C)C=2N=NSC2